C(C1=CC=CC=C1)NC(CC1=NC=C(C=C1)C1=CC=C(C=C1)OCCC(C)(C)O)=O N-benzyl-2-(5-(4-(3-hydroxy-3-methylbutoxy)phenyl)pyridin-2-yl)acetamide